NCC1NC(C(SCC1)C1=CC(=CC=C1)OC1=CC=CC=C1)=O 5-(aminomethyl)-2-(3-phenoxyphenyl)-1,4-thiazepan-3-one